trans-4-((3-(1-Cyclopropyl-1H-pyrazol-4-yl)phenyl)((trans-4-(4-methoxy-3-methylphenyl)cyclohexyl)methyl) carbamoyl)cyclohexyl 3-((methylthio) methyl)azetidine-1-carboxylate CSCC1CN(C1)C(=O)O[C@@H]1CC[C@H](CC1)C(N(C[C@@H]1CC[C@H](CC1)C1=CC(=C(C=C1)OC)C)C1=CC(=CC=C1)C=1C=NN(C1)C1CC1)=O